1-(tert-butyl) 2-methyl (S)-4-(6-cyano-1-methyl-2-oxo-1,2-dihydro-1,5-naphthyridin-4-yl)piperazine-1,2-dicarboxylate C(#N)C=1N=C2C(=CC(N(C2=CC1)C)=O)N1C[C@H](N(CC1)C(=O)OC(C)(C)C)C(=O)OC